C(N)(=N)C1=CC=C(C=C1)O 4-amidinophenol